FC1=CC=C(C=C1)N1C(C(=CC=C1)C(=O)NC1=NC=C(C=N1)OCOC)=O 1-(4-fluorophenyl)-N-[5-(methoxymethoxy)pyrimidin-2-yl]-2-oxo-pyridine-3-carboxamide